(1R,2R)-(-)-N-(p-methylbenzenesulfonyl)-1,2-diphenylethylenediamine CC1=CC=C(C=C1)S(=O)(=O)N[C@@H]([C@H](N)C1=CC=CC=C1)C1=CC=CC=C1